ClC1=C(C=C(C=C1)S(=O)(=O)C)[C@H]1COCCCN1C1=CC(=NC(=C1)C)N (S)-4-(3-(2-chloro-5-(methylsulfonyl)phenyl)-1,4-oxazepan-4-yl)-6-methylpyridin-2-amine